BrC1=C(C=C(C=C1Cl)NC1=NC=C(C(=N1)NC(CC)CC)C)CO[Si](C)(C)C(C)(C)C N2-[4-bromo-3-[[tert-butyl-(dimethyl)silyl]oxymethyl]-5-chloro-phenyl]-N4-(1-ethylpropyl)-5-methyl-pyrimidine-2,4-diamine